4-(6,7-dihydro-5H-pyrrolo[3,4-d]pyrimidin-2-yl)-3-(2-methyl-5-pyridin-2-ylpyrazol-3-yl)oxybenzonitrile N1=C(N=CC2=C1CNC2)C2=C(C=C(C#N)C=C2)OC=2N(N=C(C2)C2=NC=CC=C2)C